FC1=C(C=C(C=C1)NC(=O)N1C2CCC1CC=1N=CN=CC12)C(F)(F)F (±)-N-(4-fluoro-3-(trifluoromethyl)phenyl)-6,7,8,9-tetrahydro-5H-5,8-epiminocyclohepta[d]-pyrimidine-10-carboxamide